CC=1C=C2C(=NC1)N(N=C2N2CC(CC2)NC(C=C)=O)C2=CC=C(C=C2)C(F)(F)F N-(1-(5-methyl-1-(4-(trifluoro-methyl)-phenyl)-1H-pyrazolo[3,4-b]pyridin-3-yl)pyrrolidin-3-yl)-acrylamide